O=C1NC(CCC1N1C(C2=CC=CC(=C2C1=O)NCCCOCCCNC(OC(C)(C)C)=O)=O)=O tert-butyl (3-(3-((2-(2,6-dioxopiperidin-3-yl)-1,3-dioxoisoindolin-4-yl)amino)propoxy)propyl)carbamate